FC=1C=C(C=C(C1F)F)C1=CC=C(C=C1)ON1N=NC(=C1)C(=O)O ((3',4',5'-trifluoro-[1,1'-biphenyl]-4-yl)oxy)-1H-1,2,3-triazole-4-carboxylic acid